potassium 2-carboxyethylphenyl hypophosphite [PH2](=O)OC1=C(C=CC=C1)CCC(=O)O.[K]